4-(2-chlorophenyl)-1-(2-methylthioethylamino)-6-(trifluoromethyl)-3H-pyrido[1,2-c]pyrimidin-3-one ClC1=C(C=CC=C1)C1=C2N(C(=NC1=O)NCCSC)C=CC(=C2)C(F)(F)F